2-methyl-4-[4-(3-carboxyphenyl)-1H-1,2,3-triazol-1-yl]phenyl α-D-mannopyranoside O([C@@H]1[C@@H](O)[C@@H](O)[C@H](O)[C@H](O1)CO)C1=C(C=C(C=C1)N1N=NC(=C1)C1=CC(=CC=C1)C(=O)O)C